C(C)P([O-])(=O)CCCC ethyl-n-butyl-phosphinate